CC1(OCC(O1)COCCCS(=O)(=O)[O-])CCCCCCCCCCC.[Na+] sodium 3-[(2-methyl-2-undecyl-1,3-dioxolan-4-yl) methoxy]-1-propanesulfonate